FC1(CCN(CC1)C)C1=CC=2N(C=C1OC)N=CC2C2=NN(C(=C2)C(=O)[O-])C.[Li+] lithium 3-(5-(4-fluoro-1-methylpiperidin-4-yl)-6-methoxypyrazolo[1,5-a]pyridin-3-yl)-1-methyl-1H-pyrazole-5-carboxylate